FC(F)(F)N(S)C(F)(F)F.[Zn] Zinc bistrifluoromethyl-sulfenamide